3-[[5-(6-methyl-2-pyridinyl)-4-(6-quinoxalinyl)-1H-imidazol-2-yl]methyl]-benzamide CC1=CC=CC(=N1)C1=C(N=C(N1)CC=1C=C(C(=O)N)C=CC1)C=1C=C2N=CC=NC2=CC1